C(#N)C=1C(=NC(=CC1C)C)N1C(C(C(C1)O)O)C(=O)N(C=1C=C(C=CC1)C)C 1-(3-Cyano-4,6-dimethyl-pyridin-2-yl)-3,4-dihydroxy-N-methyl-N-(m-tolyl)-pyrrolidine-2-carboxamide